C(C)C1=CC=CC2=NC3=C(C=CC=C3N=C12)OC 1-Ethyl-6-methoxyphenazine